[2-(2,6-dioxopiperidin-3-yl)-3-oxo-4-(propan-2-yloxy)-2,3-dihydro-1H-isoindol-5-yl]methyl N-[4-(2-chlorophenoxy)phenyl]carbamate ClC1=C(OC2=CC=C(C=C2)NC(OCC=2C(=C3C(N(CC3=CC2)C2C(NC(CC2)=O)=O)=O)OC(C)C)=O)C=CC=C1